tert-butyl 4-bromo-2,3-difluorobenzoate BrC1=C(C(=C(C(=O)OC(C)(C)C)C=C1)F)F